O=C1NC(CCC1N1C(C2=CC=C(C=C2C1=O)N1CCN(CC1)CC#CCCOCC=O)=O)=O 2-[5-[4-[2-(2,6-dioxo-3-piperidinyl)-1,3-dioxo-isoindol-5-yl]piperazin-1-yl]pent-3-ynyloxy]acetaldehyde